2-((3,5-dicyano-6-(dimethylamino)-4-methoxypyridin-2-yl)sulfanyl)-2-phenylacetamide C(#N)C=1C(=NC(=C(C1OC)C#N)N(C)C)SC(C(=O)N)C1=CC=CC=C1